3β-hydroxypregnan-5-en-20-one sulfate S(=O)(=O)(O)O.O[C@@H]1CC2=CC[C@H]3[C@@H]4CC[C@H](C(C)=O)[C@]4(CC[C@@H]3[C@]2(CC1)C)C